(1s,3s)-3-Hydroxy-3-methylcyclobutylamine hydrochloride Cl.OC1(CC(C1)N)C